BrC1=C(SC(=C1)Br)CN(C)C1CCCCC1 ((3,5-dibromothiophen-2-yl)methyl)-N-methylcyclohexylamine